3-(2,4-difluorophenoxy)-N-(3-(S-methylsulfonimidoyl)phenyl)-6-(trifluoromethyl)pyridazine-4-carboxamide FC1=C(OC=2N=NC(=CC2C(=O)NC2=CC(=CC=C2)S(=O)(=N)C)C(F)(F)F)C=CC(=C1)F